tertbutyl-sulfonamide C(C)(C)(C)S(=O)(=O)N